N'-(5-cyano-6-methoxypyridin-3-yl)urea C(#N)C=1C=C(C=NC1OC)NC(N)=O